OCC[C@@H](C)NC(=O)C=1C=NC2=C(C=CC=C2C1)C1=CCC(CC1)C(F)(F)F N-((R)-4-hydroxybut-2-yl)-8-(4-(trifluoromethyl)cyclohex-1-en-1-yl)quinoline-3-carboxamide